C(C=CCCC(C)C)=O iso-octenal